(S)-2-(4-(5-oxo-4,5-dihydro-1,2,4-oxadiazol-3-yl)phenyl)-4-(pyrazine-2-yl)piperidine-1-carboxylic acid tert-butyl ester C(C)(C)(C)OC(=O)N1[C@@H](CC(CC1)C1=NC=CN=C1)C1=CC=C(C=C1)C1=NOC(N1)=O